tert-Butyl(6-((3-amino-4-methoxy-5-(1-methyl-1H-pyrazol-3-yl)phenethoxy)methyl)-5-methylpyridine-2-yl)carbamate C(C)(C)(C)OC(NC1=NC(=C(C=C1)C)COCCC1=CC(=C(C(=C1)C1=NN(C=C1)C)OC)N)=O